4-((4-Aminophenoxy)methyl)piperidine-1-carboxylic acid tert-butyl ester C(C)(C)(C)OC(=O)N1CCC(CC1)COC1=CC=C(C=C1)N